3,5-DIETHYL-HEPTANEN C(C)C(C=C)CC(CC)CC